ClC1=CC(=C(C(=C1)C)C1=C2C(=C(N=N1)N[C@H]1CN(CCC1)C)C=NC=C2)OCOC 1-[4-chloro-2-(methoxymethoxy)-6-methyl-phenyl]-N-[(3R)-1-methyl-3-piperidinyl]pyrido[3,4-d]pyridazin-4-amine